tert-butyl 3-(5-cyclopropyl-3-(2-(methoxymethoxy)phenyl)-7-((2-(trimethylsilyl)ethoxy)methyl)-7H-pyrrolo[2,3-c]pyridazin-6-yl)-3-methylpyrrolidine-1-carboxylate C1(CC1)C1=C(N(C=2N=NC(=CC21)C2=C(C=CC=C2)OCOC)COCC[Si](C)(C)C)C2(CN(CC2)C(=O)OC(C)(C)C)C